CC1=NC(=NC=C1)OC1=C(C=CC=C1)C1=NC=C(C2=C1C=CS2)C(=O)N 4-(((4-methylpyrimidin-2-yl)oxy)phenyl)thieno[3,2-c]pyridine-7-carboxamide